2-acetylaminoethyloxy-para-phenylenediamine C(C)(=O)NCCONC1=CC=C(C=C1)N